benzyl-(3-methyl-4-nitrophenyl)sulfane C(C1=CC=CC=C1)SC1=CC(=C(C=C1)[N+](=O)[O-])C